tert-Butyl((S)-1-(2-bromo-3'-hydroxy-4'-methoxy-[1,1'-biphenyl]-4-yl)methyl)pyrrolidine C(C)(C)(C)C1N(CCC1)CC1=CC(=C(C=C1)C1=CC(=C(C=C1)OC)O)Br